Cl.N1=CC(=CC=C1)OC1=CC=C(C=C1)NC(=O)[C@@H]1NCCC1 (R)-N-(4-(pyridin-3-yloxy)phenyl)pyrrolidine-2-carboxamide hydrochloride